C1(CCCCC1)C(=O)OOC=1C(=NC(=CC1)C=1N=NN(C1COC1OCCCC1)C)C1CCC1 (2-cyclobutyl-6-(1-methyl-5-(((tetrahydro-2H-pyran-2-yl) oxy) methyl)-1,2,3-triazol-4-yl) pyridin-3-yloxy) cyclohexane-1-carboxylate